BrC1=CC(=C(O[C@H](CCC(=O)[O-])CF)C=C1)C(C)(F)F (R)-2-(4-bromo-2-(1,1-difluoroethyl) phenoxy)-3-fluoropropylacetate